2-chloro-N-[3-fluoro-5-(2-phenylethynyl)-2-pyridyl]-5-[[(1S,2S)-2-methylcyclopropanecarbonyl]amino]benzamide ClC1=C(C(=O)NC2=NC=C(C=C2F)C#CC2=CC=CC=C2)C=C(C=C1)NC(=O)[C@@H]1[C@H](C1)C